ClC1=CC2=C(N(C(N=C2N2[C@H](CNCC2)C)=O)C2=C(C=CC=C2CC)CC)N=C1N1CCCCC1 (S)-6-chloro-e-(2,6-diethylphenyl)-4-(2-methylpiperazin-1-yl)-7-(piperidin-1-yl)pyrido[2,3-d]pyrimidin-2(1H)-one